C1(=CC=CC=C1)N1CC2(CCN(C2)C=2C=C(C(=O)NCCC(=O)O)C=CN2)CC1 3-(2-(7-phenyl-2,7-diazaspiro[4.4]nonan-2-yl)isonicotinamido)propanoic acid